Methyl 3,5-difluoro-6-(2-methoxy-4-(trifluoromethyl) phenyl)picolinate FC=1C(=NC(=C(C1)F)C1=C(C=C(C=C1)C(F)(F)F)OC)C(=O)OC